C(C1=CC=CC=C1)(C1=CC=CC=C1)N(C=1N(C(C(=C(N1)C(=O)NC=1C(=NOC1C)C)O)=O)C)C 2-(benzhydryl(methyl)amino)-N-(3,5-dimethylisoxazol-4-yl)-5-hydroxy-1-methyl-6-oxo-1,6-dihydropyrimidine-4-carboxamide